O=C1NC(CCC1N1C(C2=CC=C(C=C2C1=O)N1CC(C1)CN1N=CC(=C1)C1=CC=C(C=C1)N(C(C)=O)C1CCC(CC1)NC1=NC2=CC=CC=C2C=N1)=O)=O N-(4-(1-((1-(2-(2,6-dioxopiperidin-3-yl)-1,3-dioxoisoindolin-5-yl)azetidin-3-yl)methyl)-1H-pyrazol-4-yl)phenyl)-N-((1r,4r)-4-(quinazolin-2-ylamino)cyclohexyl)acetamide